C1=CC=NC(=C1)C2=CC(=O)C=C(N2)/C=N/O The molecule is a pyridine alkaloid that is 2,2'-bipyridine substituted by a hydroxy group at position 4 and a (E)-(hydroxyimino)methyl group at position 6. Isolated from the marine-derived actinomycete Actinoalloteichus cyanogriseus, it exhibits antineoplastic activity. It has a role as an antineoplastic agent, a bacterial metabolite and a marine metabolite. It is a member of bipyridines, a monohydroxypyridine, an aldoxime and a pyridine alkaloid. It derives from a hydride of a 2,2'-bipyridine.